N-morpholinethanol N1(CCOCC1)CCO